C12CN(CC(CC1)O2)C2=NC=NC=1N(C3=CC(=CC=C3C12)S(=O)(=O)NC1(CC1)C#N)C=1SC(=NN1)C(F)F 4-(8-oxa-3-azabicyclo[3.2.1]oct-3-yl)-N-(1-cyanocyclopropyl)-9-(5-(difluoromethyl)-1,3,4-thiadiazol-2-yl)-9H-pyrimido[4,5-b]indole-7-sulfonamide